Dimethylchloro-silan C[SiH](Cl)C